N,N-dihexyl-ethanolamine C(CCCCC)N(CCO)CCCCCC